tert-butyl 4-{(7-[1-(propan-2-yl)-1H-1,2,4-triazol-3-yl]-5-{[2-(trimethylsilyl)ethoxy]methyl}-5H-pyrrolo[2,3-b]pyrazin-2-yl)oxy}piperidine-1-carboxylate CC(C)N1N=C(N=C1)C1=CN(C2=NC=C(N=C21)OC2CCN(CC2)C(=O)OC(C)(C)C)COCC[Si](C)(C)C